3,5-Diamino-6-chloro-N-[N-[2-[2-(trifluoromethyl)phenyl]ethyl]carbamimidoyl]pyrazine-2-carboxamide NC=1C(=NC(=C(N1)N)Cl)C(=O)NC(NCCC1=C(C=CC=C1)C(F)(F)F)=N